4-(4-(tert-butyl)thiazol-2-yl)piperazine-1-carboxylic acid tert-butyl ester C(C)(C)(C)OC(=O)N1CCN(CC1)C=1SC=C(N1)C(C)(C)C